6-[4-(dimethylamino)-5,6-difluoro-8-(methylamino)-9H-pyrido[2,3-b]indol-3-yl]-1-[2-(dimethylamino)ethyl]-4-oxo-1,8-naphthyridine-3-carboxylic acid CN(C1=C(C=NC=2NC3=C(C=C(C(=C3C21)F)F)NC)C=2C=C1C(C(=CN(C1=NC2)CCN(C)C)C(=O)O)=O)C